N-((1S,3S)-3-((4-(7-fluoro-3-isopropyl-2-methyl-2H-indazol-5-yl)pyrimidin-2-yl)amino)cyclopentyl)piperazine-1-carboxamide FC1=CC(=CC2=C(N(N=C12)C)C(C)C)C1=NC(=NC=C1)N[C@@H]1C[C@H](CC1)NC(=O)N1CCNCC1